2-(5-bromopyridin-2-yl)acetonitrile BrC=1C=CC(=NC1)CC#N